N-cyclohexyl-5-(3-methyl-1,2,4-oxadiazol-5-yl)-3-nitropyridin-2-amine C1(CCCCC1)NC1=NC=C(C=C1[N+](=O)[O-])C1=NC(=NO1)C